N-(2,3-Dihydroxypropyl)-2-({4-[N-(4-fluorobicyclo[4.2.0]octa-1,3,5-trien-7-yl)-N'-hydroxycarbamimidoyl]-1,2,5-oxadiazol-3-yl}oxy)acetamid OC(CNC(COC1=NON=C1C(NC1C2=CC(=CC=C2C1)F)=NO)=O)CO